CC1=C(OC(C(=O)OCC)(C)C)C(=CC(=C1)CCCN1N=CN(C1=O)C1=CC=C(C=C1)C(F)(F)F)C Ethyl 2-(2,6-dimethyl-4-(3-(5-oxo-4-(4-(trifluoromethyl) phenyl)-4,5-dihydro-1H-1,2,4-triazol-1-yl)propyl)phenoxy)-2-methylpropionate